ethyl 2-(2-(7-bromofuro[3,2-b]pyridine-5-carboxamido)phenyl)acetate BrC1=C2C(=NC(=C1)C(=O)NC1=C(C=CC=C1)CC(=O)OCC)C=CO2